4-((2r,3r,5ar,7r,9as)-3-methoxyhexahydro-2H-2,5a-methano-pyrano[3,2-e][1,4]dioxepin-7-yl)-3-methylbutan-2-one CO[C@@H]1OC[C@]23[C@@H](O[C@@H]1C3)CC[C@@H](O2)CC(C(C)=O)C